COS(=O)(=O)O.BrC1=CC2=C(N=C(C=3N2C=NN3)N3CC(C3)NC)N=C1 1-(8-bromopyrido[2,3-e][1,2,4]triazolo[4,3-a]pyrazin-4-yl)-N-methylazetidin-3-amine methyl-sulfate